CC1=C(C(=CC=C1)C)NC1=NN(C2=NC(=NC=C21)NC=2C=C1CNCC1=CC2)C 5-((3-((2,6-dimethylphenyl)amino)-1-methyl-1H-pyrazolo[3,4-d]pyrimidin-6-yl)amino)isoindoline